C(C)(C)C=1C(=NNC1C=1C=C(C=2N(C1)N=CN2)OC)C=2SC(=C(N2)C)C2CCN(CC2)C 2-(4-isopropyl-5-(8-methoxy-[1,2,4]triazolo[1,5-a]pyridin-6-yl)-1H-pyrazol-3-yl)-4-methyl-5-(1-methylpiperidin-4-yl)thiazole